N-(5-(Ethylthio)-1,3,4-thiadiazol-2-yl)-2-((4-oxo-1-phenyl-4,5-dihydro-1H-pyrazolo[3,4-d]pyrimidin-6-yl)thio)acetamid C(C)SC1=NN=C(S1)NC(CSC=1NC(C2=C(N1)N(N=C2)C2=CC=CC=C2)=O)=O